FC(C(=O)O)(F)F.N=1NC=C2C=CC=CC12 2H-indazole trifluoroacetate